(S)-1-(1-((1,3-Dimethyl-1H-pyrazol-4-yl)oxy)-8-((1,1,1-trifluoropropan-2-yl)oxy)isoquinolin-6-yl)-4-ethyl-3-(hydroxymethyl)-1H-1,2,4-triazol-5(4H)-one CN1N=C(C(=C1)OC1=NC=CC2=CC(=CC(=C12)O[C@H](C(F)(F)F)C)N1N=C(N(C1=O)CC)CO)C